N-(14-amino-3,6,9,12-tetraoxatetradecyl)-3-(6-(1-(2,2-difluorobenzo[d][1,3]dioxol-5-yl)cyclopropane-1-carboxamido)-3-methylpyridin-2-yl)benzamide NCCOCCOCCOCCOCCNC(C1=CC(=CC=C1)C1=NC(=CC=C1C)NC(=O)C1(CC1)C1=CC2=C(OC(O2)(F)F)C=C1)=O